N[C@@H](CC1=CC(=CC(=C1)F)F)C=1N(C(C2=C(N1)N=C(C=C2)C2=C(C=CC=C2)F)=O)C=2C=CC(=C1C(=NN(C21)CC(F)F)NS(=O)(=O)C2CC2)Cl (S)-N-(7-(2-(1-amino-2-(3,5-difluorophenyl)ethyl)-7-(2-fluorophenyl)-4-oxopyrido[2,3-d]pyrimidin-3(4H)-yl)-4-chloro-1-(2,2-difluoroethyl)-1H-indazol-3-yl)cyclopropanesulfonamide